S-(2-cyanoprop-2-yl)-S-dodecyltrithiocarbonate CCCCCCCCCCCCSC(=S)SC(C)(C)C#N